OC=1C=C(C=CC1O)CNC(C=C)=O N-(3,4-dihydroxyphenyl-methyl)acrylamide